CCC(CC=CC)C1=CC(=C2C3C(CCC(OC2=C1)(C3)OC)=C(C)C)O 5-Hept-5-en-3-yl-9-methoxy-12-propan-2-ylidene-8-oxatricyclo[7.3.1.02,7]trideca-2,4,6-trien-3-ol